2-amino-1-(3-hydroxy-2,6-dimethylphenyl)-5-methyl-4-oxo-4,5,6,7-tetrahydro-1H-pyrrolo[2',3':3,4]pyrazolo[1,5-a]pyrazine-3-carboxamide NC1=C(C=2C(=NN3C2C(N(CC3)C)=O)N1C1=C(C(=CC=C1C)O)C)C(=O)N